(5-(3-Ethyl-1H-pyrrolo[2,3-b]pyridin-5-yl)-2-fluorophenyl)dimethylphosphine oxide C(C)C1=CNC2=NC=C(C=C21)C=2C=CC(=C(C2)P(C)(C)=O)F